O=C(C(=O)N)N1C(CCCC1)C1=CC(=CC=C1)N1CCCC1 2-Oxo-2-[2-(3-pyrrolidin-1-ylphenyl)-1-piperidyl]acetamide